(2S)-2-((tert-butoxycarbonyl)amino)-3-(5-oxo-4,5,6,7-tetrahydropyrazolo[1,5-a]pyrimidin-6-yl)propionic acid C(C)(C)(C)OC(=O)N[C@H](C(=O)O)CC1C(NC=2N(C1)N=CC2)=O